C(CC=CCCCCC=CC=CCCCCCC)(=O)O octadeca-9,11,3-trienoic acid